2-(3-chlorophenyl)-2,2-difluoro-1-phenylethyl ((S)-3-cyclopentyl-1-oxo-1-(((S)-1-oxo-3-((S)-2-oxopyrrolidin-3-yl) propan-2-yl)amino)propan-2-yl)carbamate C1(CCCC1)C[C@@H](C(N[C@H](C=O)C[C@H]1C(NCC1)=O)=O)NC(OC(C(F)(F)C1=CC(=CC=C1)Cl)C1=CC=CC=C1)=O